(2R,3s)-2-((R)-1-(3,5-bis(trifluoromethyl)phenyl)ethoxy)-3-(4-fluorophenyl)morpholine FC(C=1C=C(C=C(C1)C(F)(F)F)[C@@H](C)O[C@@H]1[C@@H](NCCO1)C1=CC=C(C=C1)F)(F)F